trimethylolpropane trilinoleate C(CCCCCCC\C=C/C\C=C/CCCCC)(=O)O.C(CCCCCCC\C=C/C\C=C/CCCCC)(=O)O.C(CCCCCCC\C=C/C\C=C/CCCCC)(=O)O.C(O)C(CC)(CO)CO